C=1C2=C(C(NN1)=O)NC1=C2C=CN=C1 pyrido[4',3':4,5]pyrrolo[2,3-d]pyridazin-4(5H)-one